4-fluoro-1-{3-[N-(1-methyl-1H-pyrazol-3-yl)acetamido]propanoyl}-N-{phenyl[4-(propan-2-yl)phenyl]methyl}pyrrolidine-2-carboxamide FC1CC(N(C1)C(CCN(C(C)=O)C1=NN(C=C1)C)=O)C(=O)NC(C1=CC=C(C=C1)C(C)C)C1=CC=CC=C1